(1S,3S)-3-[(triisopropylsilyl)oxy]cyclopentan-1-amine C(C)(C)[Si](O[C@@H]1C[C@H](CC1)N)(C(C)C)C(C)C